(S)-4-{3-[(S)-(1,3-Dimethyl-azetidin-3-yl)-hydroxy-(4-isopropyl-phenyl)-methyl]-phenyl}-2-(1-methyl-1H-pyrazol-3-yl)-butan-2-ol CN1CC(C1)(C)[C@@](C=1C=C(C=CC1)CC[C@](C)(O)C1=NN(C=C1)C)(C1=CC=C(C=C1)C(C)C)O